COC(=O)C=1C=C2C=C(NC2=CC1)CC1=C(C=C(C=C1)Cl)C(F)(F)F 2-(4-chloro-2-(trifluoromethyl)benzyl)-1H-indole-5-carboxylic acid methyl ester